7-((4-((2-(dimethylphosphoryl)phenyl)amino)-5-(trifluoromethyl)pyrimidin-2-yl)amino)-N-methyl-2,3-Dihydrobenzofuran-4-carboxamide CP(=O)(C)C1=C(C=CC=C1)NC1=NC(=NC=C1C(F)(F)F)NC=1C=CC(=C2CCOC21)C(=O)NC